3-(difluoromethyl)-5-fluoro-1-methyl-1H-pyrazole-4-carboxylic acid fluoride FC(C1=NN(C(=C1C(=O)F)F)C)F